3-cyano-7-hydroxycoumarin C(#N)C=1C(OC2=CC(=CC=C2C1)O)=O